(2,4-dichlorophenyl)-5-methyl-2-pyrazoline-3,5-dicarboxylate ClC1=C(C=CC(=C1)Cl)OC(=O)C1=NNC(C1)(C(=O)[O-])C